Methyl 9-isopropyl-2-methoxyisoxazolo[5,4-h]quinazoline-6-carboxylate C(C)(C)C1=NOC2=C(C=C3C=NC(=NC3=C21)OC)C(=O)OC